S1C=2C(=CC1)C=CC(=CC2)N cyclohepta[b]thiophen-6-amine